C(C)OC(=O)C=1C2=C(N=C(N1)Cl)C=CS2 2-Chlorothiopheno[3,2-d]pyrimidine-4-carboxylic acid ethyl ester